bis(5-t-butylphenyl)iodonium C(C)(C)(C)C=1C=CC=C(C1)[I+]C1=CC=CC(=C1)C(C)(C)C